BrC=1C=C2N(C=C(N=C2)C)C1 7-Bromo-3-methylpyrrolo[1,2-a]pyrazine